3-(trifluoromethyl)-1,5-dimethyl-N-(1,1,3-trimethylindan-4-yl)pyrazole-4-carboxamide FC(C1=NN(C(=C1C(=O)NC1=C2C(CC(C2=CC=C1)(C)C)C)C)C)(F)F